O[C@@]1(C2(C(=C3C(=C(C=C3C1=O)C)CSCC(=O)OC)C)CC2)C methyl (R)-2-(((6'-hydroxy-2',4',6'-trimethyl-7'-oxo-6',7'-dihydrospiro[cyclopropane-1,5'-inden]-3'-yl)methyl)thio)acetate